tert-Butyl 7-(5-(ethoxycarbonyl)-7-(thiazol-2-yl)benzo[d]oxazol-2-yl)-3-oxa-7,9-diazabicyclo[3.3.1]nonane-9-carboxylate C(C)OC(=O)C=1C=C(C2=C(N=C(O2)N2CC3COCC(C2)N3C(=O)OC(C)(C)C)C1)C=1SC=CN1